CNC(C(=O)O)CCC1=CC=CC=C1 (methylamino)-4-phenylbutanoic acid